O=C1N(C2=C(OC1)C=C(C=C2)C(=O)OC)C2=CC=CC=C2 methyl 3-oxo-4-phenyl-3,4-dihydro-2H-benzo[b][1,4]oxazine-7-carboxylate